CN(C)N([SiH](C)C)N(C)C bis(dimethylamino)dimethylsilylamine